C[N-]CCCCCCC(C)(C)C methyl-neodecylamide